5-[4-(Chloromethyl)phenyl]-2-(trifluoromethoxy)pyridine ClCC1=CC=C(C=C1)C=1C=CC(=NC1)OC(F)(F)F